3,4-dihydro-2h-pyran O1CCCC=C1